CC1=NNC(=C1C=1C=CC(=NC1)N)C 5-(3,5-Dimethyl-pyrazol-4-yl)pyridin-2-amine